COC1=CC(=C(CC(N)C)C=C1OC)SC 4,5-dimethoxy-2-methylthio-amphetamine